2-cyclohexylbutane-1,2-diamine C1(CCCCC1)C(CN)(CC)N